FC1=C(CNC([C@H](C)N(C([C@H](CC(=O)N2C(CCCC2)C)NC(=O)C2=NOC(=C2)C)=O)C)=O)C=CC(=C1)F N-((2S)-1-(((S)-1-((2,4-difluorobenzyl)amino)-1-oxopropan-2-yl)(methyl)amino)-4-(2-methylpiperidin-1-yl)-1,4-dioxobutan-2-yl)-5-methylisoxazole-3-carboxamide